ClC=1C(NN=CC1N1C[C@@H](CC1)OC1=NC(=CC(=C1)C=1C(=NN(C1C)C)C)F)=O (R)-4-chloro-5-(3-((6-fluoro-4-(1,3,5-trimethyl-1H-pyrazol-4-yl)pyridin-2-yl)oxy)pyrrolidin-1-yl)pyridazin-3(2H)-one